(R)-tert-butyl 3-{3-{2-methyl-1,3-dioxolan-2-yl}propoxy}pyrrolidine-1-carboxylate CC1(OCCO1)CCCO[C@H]1CN(CC1)C(=O)OC(C)(C)C